FC1=C(C=CC(=C1)F)S(=O)(=O)NCC(C1=CC=C(C=C1)C1=NOC(=N1)C(F)(F)F)=O 2,4-difluoro-N-(2-oxo-2-(4-(5-(trifluoromethyl)-1,2,4-oxadiazol-3-yl)phenyl)ethyl)benzenesulfonamide